(2-amino-3-(3-(4-((6-fluoropyridin-2-yl)oxy)benzyl)isoxazol-5-yl)pyridin-1-ium-1-yl)methyl hydrogen phosphate P(=O)(OC[N+]1=C(C(=CC=C1)C1=CC(=NO1)CC1=CC=C(C=C1)OC1=NC(=CC=C1)F)N)(O)[O-]